tert-butyl N-(2-acetyl-4-chlorothiophen-3-yl)carbamate C(C)(=O)C=1SC=C(C1NC(OC(C)(C)C)=O)Cl